{(1R,2S,4R)-4-[(5-{[4-(2,5-dihydrofuran-3-ylmethyl)-2-thienyl]carbonyl}pyrimidin-4-yl)amino]-2-hydroxycyclopentyl}methyl sulfamate S(N)(OC[C@@H]1[C@H](C[C@@H](C1)NC1=NC=NC=C1C(=O)C=1SC=C(C1)CC=1COCC1)O)(=O)=O